(S)-3-(7-chloro-3-cyclohexyl-2-oxo-5-phenyl-2,3-dihydro-1H-benzo[e][1,4]diazepin-1-yl)propionic acid ClC1=CC2=C(N(C([C@@H](N=C2C2=CC=CC=C2)C2CCCCC2)=O)CCC(=O)O)C=C1